5-cyano-3-fluoro-2-methoxybenzoic acid methyl ester COC(C1=C(C(=CC(=C1)C#N)F)OC)=O